N-methyl-N-[3-[[4-[[2-(6-methyl-2-pyridyl)pyrimidin-4-yl]amino]pyrimidin-2-yl]amino]phenyl]piperidine-4-carboxamide CN(C(=O)C1CCNCC1)C1=CC(=CC=C1)NC1=NC=CC(=N1)NC1=NC(=NC=C1)C1=NC(=CC=C1)C